3-carbamoyl-1-(6-(hydroxymethyl)-2,2-dimethyltetrahydrofuro[3,4-d][1,3]dioxol-4-yl)pyridin-1-ium Triflate Salt [O-]S(=O)(=O)C(F)(F)F.C(N)(=O)C=1C=[N+](C=CC1)C1OC(C2OC(OC21)(C)C)CO